ClC=1C(=CC(=NC1)N1CCN(CC1)C(=O)C1=CC=C(C=C1)NC(\C=C\CN(C)C)=O)C1=NC(=CC=C1)NCC1=CC(=CC=C1)F (E)-N-(4-(4-(5'-chloro-6-((3-fluorobenzyl)amino)-[2,4'-bipyridyl]-2'-yl)piperazine-1-carbonyl)phenyl)-4-(dimethylamino)but-2-enamide